C1(CC1)CNC1=NC=CC(=C1)C=1OC=C(N1)C(=O)NC=1C(=NN(C1)C1CCN(CC1)CC1=CC=C(C=C1)C1C(NC(CC1)=O)=O)C(F)F 2-(2-((cyclopropylmethyl)amino)pyridin-4-yl)-N-(3-(difluoromethyl)-1-(1-(4-(2,6-dioxopiperidin-3-yl)benzyl)piperidin-4-yl)-1H-pyrazol-4-yl)oxazole-4-carboxamide